2-methyl-1-(3-methylphenyl)-3-(1-piperidyl)-1-propanone hydrochloride Cl.CC(C(=O)C1=CC(=CC=C1)C)CN1CCCCC1